C[Si](OCCC#N)(C)C 3-(trimethylsilyloxy)propionitrile